1-(6,7-Dihydro-5H-thieno[3,2-b]pyran-7-yl)-N-methylmethanamine hydrochloride Cl.S1C=CC=2OCCC(C21)CNC